CC1(C2C=CC(C1)C2)CO 2-methyl-2-hydroxymethylbicyclo[2.2.1]hept-5-ene